Ethyl (((cis-3-(2-amino-6-methoxy-9H-purin-9-yl)cyclobutyl)methoxy)(4-chlorophenoxy) phosphoryl)-L-alaninate NC1=NC(=C2N=CN(C2=N1)[C@H]1C[C@H](C1)COP(=O)(OC1=CC=C(C=C1)Cl)N[C@@H](C)C(=O)OCC)OC